(2S,4R)-1-((S)-2-(4-cyclopropyl-1H-1,2,3-triazol-1-yl)-3,3-dimethylbutanoyl)-4-hydroxy-N-(1-(trifluoromethyl)cyclopropyl)pyrrolidine-2-carboxamide C1(CC1)C=1N=NN(C1)[C@H](C(=O)N1[C@@H](C[C@H](C1)O)C(=O)NC1(CC1)C(F)(F)F)C(C)(C)C